diethyl (4-bromobenzyl)phosphonate BrC1=CC=C(CP(OCC)(OCC)=O)C=C1